3,5-dimethyl-N-[3-(triethoxysilyl)propyl]-1H-pyrazole-1-carboxamide CC1=NN(C(=C1)C)C(=O)NCCC[Si](OCC)(OCC)OCC